[Cr](=O)(=O)([O-])Cl.[NH+]1=CC=CC=C1.ClC=1C=C(C=CC1Cl)/C=C/C=O (2E)-3-(3,4-Dichlorophenyl)prop-2-enal pyridinium chlorochromate salt